CN(C(=O)C1=CC=C(C=C1)B(O)O)C [4-(dimethylcarbamoyl)phenyl]boronic acid